BrC1=C(COC=2C=C(C=CC2)CO)C=C(C=C1)CCl (3-((2-bromo-5-(chloromethyl)benzyl)oxy)phenyl)methanol